Dimethyl-Ethanolamine CN(CCO)C